5-chloro-2-(pyridin-2-yl)-1,8-naphthyridine ClC1=C2C=CC(=NC2=NC=C1)C1=NC=CC=C1